COC=1C=C2C=CC(=CC2=CC1)C=1N=C(NN1)C=1C=C2CN(C(C2=CC1)=O)C1C(NC(CC1)=O)=O 3-{5-[5-(6-methoxynaphthalen-2-yl)-2H-1,2,4-triazol-3-yl]-1-oxo-3H-isoindol-2-yl}piperidine-2,6-dione